N-[tris(hydroxymethyl)methyl]-glycine OCC(NCC(=O)O)(CO)CO